1-(5-(aminomethyl)thiophen-2-yl)-2-((5-(trifluoromethyl)benzo[d]oxazol-2-yl)thio)ethan-1-one hydrochloride Cl.NCC1=CC=C(S1)C(CSC=1OC2=C(N1)C=C(C=C2)C(F)(F)F)=O